C1(CCCC1)N1N=C(C=2C1=NC=NC2N)C2=NOC(=C2)C2CC2 1-cyclopentyl-3-(5-cyclopropylisoxazol-3-yl)pyrazolo[3,4-d]pyrimidin-4-amine